methyl 2-(N-(tert-butyldimethylsilyl)sulfamoyl)-nicotinate [Si](C)(C)(C(C)(C)C)NS(=O)(=O)C1=C(C(=O)OC)C=CC=N1